(S)-6-cyclopropyl-4-isothiocyanato-2-(tetrahydrofuran-3-yl)pyridazin-3(2H)-one C1(CC1)C=1C=C(C(N(N1)[C@@H]1COCC1)=O)N=C=S